(3aS,6aS)-2,2-dimethyldihydrofuro[3,4-d][1,3]dioxolan-4(3aH)-one CC1(O[C@H]2[C@@H](O1)COC2=O)C